1-(4-(trifluoromethoxy)benzyl)piperidine-4-carbonyl-piperidine (R)-10-camphorsulfonate [C@@]12(C(=O)CC(CC1)C2(C)C)CS(=O)(=O)O.FC(OC2=CC=C(CN1CCC(CC1)C(=O)N1CCCCC1)C=C2)(F)F